COCC(C)SC(CC=O)CCC 3-(2-Methoxy-1-methyl-ethyl)sulfanylhexanal